FC1(CCOCC1)C1=CC(=C2C=C(C(N(C2=C1)C)=O)C)O 7-(4-fluorotetrahydro-2H-pyran-4-yl)-5-hydroxy-1,3-dimethylquinolin-2(1H)-one